OCCCCNCCCCCCOC(C(CCCCCCCC)CCCCCC)=O.C(C)N(CCNC(C1=CC=C(C=C1)NC1=CC=C(C=C1)OC)=O)CC N-(2-Diethylamino-ethyl)-4-(4-methoxy-phenylamino)-benzamide 6-((4-hydroxybutyl)amino)hexyl-2-hexyldecanoate